(-)-4-amino-1-(2-chlorophenyl)-7-cyclopropylpyrido[2,3-d]pyrimidin-2(1H)-one NC=1C2=C(N(C(N1)=O)C1=C(C=CC=C1)Cl)N=C(C=C2)C2CC2